[N-](S(=O)(=O)C(F)(F)F)S(=O)(=O)C(F)(F)F.C[NH2+]CCCCCCCCCC methyl-decylammonium bis(trifluoromethanesulfonyl)imide